COC1=CC=C(C=C1)SSC methyl (4-methoxyphenyl) disulfide